N-(2-((2-(dimethylamino)ethyl)(methyl)amino)-4-methoxy-5-((8-methyl-6-(1-methyl-1H-pyrazol-4-yl)-7-oxo-5,6,7,8-tetrahydropyrimido[4,5-d]pyrimidin-2-yl)amino)phenyl)acrylamide CN(CCN(C1=C(C=C(C(=C1)OC)NC=1N=CC2=C(N(C(N(C2)C=2C=NN(C2)C)=O)C)N1)NC(C=C)=O)C)C